1-(2-Methyl-4-(trifluoromethyl)phenyl)-3-azabicyclo[3.1.0]hexane CC1=C(C=CC(=C1)C(F)(F)F)C12CNCC2C1